N1BCC=C1 1,3-dihydro-2H-1,2-azaborole